C1(CC1)OC1=CC=C(C=C1)S(=O)(=O)N1CCC2(CCC(C2)N2CC3(COC3)C2)CC1 6-(8-((4-Cyclopropoxyphenyl)sulfonyl)-8-azaspiro[4.5]dec-2-yl)-2-oxa-6-azaspiro[3.3]heptane